2-{tert-butylphosphino}-2'-(N,N-dimethylamino)biphenyl C(C)(C)(C)PC1=C(C=CC=C1)C1=C(C=CC=C1)N(C)C